tert-butyl (R)-(4-((tert-butyldiphenylsilyl)oxy)-1-hydroxybutan-2-yl)(methyl)carbamate [Si](C1=CC=CC=C1)(C1=CC=CC=C1)(C(C)(C)C)OCC[C@H](CO)N(C(OC(C)(C)C)=O)C